COC1=C(C=C(C(=O)O)C=C1)N1C=NN=C1 4-methoxy-3-(1,2,4-triazol-4-yl)benzoic acid